[rac-(2S)-2-(Difluoromethyl)pyrrolidin-1-yl]-[rac-(5R,7R)-7-fluoro-5-phenyl-6,7-dihydro-5H-pyrrolo[1,2-b][1,2,4]triazol-2-yl]methanon FC([C@H]1N(CCC1)C(=O)C=1N=C2N(N1)[C@H](C[C@H]2F)C2=CC=CC=C2)F |r|